(tetrahydro-2H-pyran-4-yl)ethynyl-1H-indazole-5-amine O1CCC(CC1)C#CN1N=CC2=CC(=CC=C12)N